3-bromo-5-chloro-2-methyl-4-(prop-1-en-2-yl)aniline BrC=1C(=C(N)C=C(C1C(=C)C)Cl)C